ClC=1C=NC(=NC1)N1CCC(CC1)CCCOC1=CC(=C(C=C1)CC(=O)N1CC(C1)CCNCCNC(=O)NC(CO)(CO)CO)F 1-(2-((2-(1-(2-(4-(3-(1-(5-chloropyrimidin-2-yl)piperidin-4-yl)propoxy)-2-fluorophenyl)acetyl)azetidin-3-yl)ethyl)amino)ethyl)-3-(1,3-dihydroxy-2-(hydroxymethyl)propan-2-yl)urea